C(C)N1N=C(C=C1)C1=C(C=CC=C1)NC(C1=CC=C(C=C1)OCCN1CCCCC1)=O N-(2-(1-ethyl-1H-pyrazol-3-yl)phenyl)-4-(2-(piperidin-1-yl)ethoxy)benzamide